CSCCCC[Sn](CCCC)(CCCC)C1=CC=CC=C1 methylthiophenyl-tributyltin